FC(C1=CC=C(OCCC2CCN(CC2)C(=O)OC(C)(C)C)C=C1)(F)F tert-butyl 4-(2-(4-(trifluoromethyl)phenoxy)ethyl)piperidine-1-carboxylate